NC1=C(C=CC(=C1)F)NC(C1=CC=C(C=C1)CSC1=NN2C(C(=N1)NC1=NNC(=C1)C(C)(C)C)=CC=C2)=O N-(2-amino-4-fluorophenyl)-4-[[[4-[(5-tert-butyl-1H-pyrazol-3-yl)amino]pyrrolo[2,1-f][1,2,4]triazin-2-yl]thio]methyl]benzamide